C1(CCCC1)N1CCN(CC1)C1=CC=C(C=C1)C=1C=C2C(=C(NC2=CC1)C1=CC(=C(C=C1)OC)OC)C(C)C 5-(4-(4-cyclopentylpiperazin-1-yl)phenyl)-2-(3,4-dimethoxyphenyl)-3-isopropyl-1H-indole